NC1=NC=C(C2=C1C=NN2)NC(C(=O)N(CC2=NC=CC=C2)C[C@@H](CC)C)=O (R)-N1-(4-amino-1H-pyrazolo[4,3-c]pyridin-7-yl)-N2-(2-methylbutyl)-N2-(pyridin-2-ylmethyl)oxalamide